(2,6-dioxopiperidine-3-yl)isoindoline O=C1NC(CCC1C1NCC2=CC=CC=C12)=O